C(C)(=O)N(C1=C(C=C(C=C1)C1=CC=C(C=N1)C(=O)OC)C)CCNC(=O)OC(C)(C)C methyl 6-[4-[acetyl-[2-(tert-butoxycarbonylamino)ethyl]amino]-3-methyl-phenyl]pyridine-3-carboxylate